Cl.N[C@@H](CC(C)C)CC(=O)O L-β-Homoleucine hydrochloride